5-[4-(2,6-dichloro-benzyl)-piperazin-1-yl]-4-methyl-benzofuran-2-carboxylic acid amide ClC1=C(CN2CCN(CC2)C=2C=CC3=C(C=C(O3)C(=O)N)C2C)C(=CC=C1)Cl